C(C)=C(CC=C)CC=CC 4-ethylidene-1,6-octadiene